5,6-difluoro-N-(4-(trifluoromethyl)phenyl)-1H-benzo[d]imidazol-2-amine FC1=CC2=C(NC(=N2)NC2=CC=C(C=C2)C(F)(F)F)C=C1F